BrC1=C(C(=C(C=C1)Br)CBr)CBr 1,4-dibromo-2,3-bis(bromomethyl)benzene